CS(=O)(=O)OCC1=C(C=CC(=C1)F)OCC(C)(C)NC(=O)OC(C)(C)C 2-(2-((tert-Butoxycarbonyl) amino)-2-methylpropyloxy)-5-fluorobenzyl methanesulfonate